ClC=1C=C(C=C(C1F)F)NO (3-chloro-4,5-difluorophenyl)hydroxyl-amine